3-[3-fluoro-4-[4-[2-(4-piperidinyl)ethyl]-1-piperidinyl]anilino]piperidine-2,6-dione FC=1C=C(NC2C(NC(CC2)=O)=O)C=CC1N1CCC(CC1)CCC1CCNCC1